4-(5-chloro-1-ethyl-6-oxo-2-(2,6-difluorophenyl)-1,6-dihydropyridin-3-yl)-1H-pyrrole-3-carbonitrile ClC1=CC(=C(N(C1=O)CC)C1=C(C=CC=C1F)F)C=1C(=CNC1)C#N